Methyl-N-[(E,1S)-6-(dimethylamino)-1-[[1-[(7-isobutyl-1H-pyrrolo[2,3-c]pyridin-2-yl)methyl]-2-oxo-3-pyridyl]carbamoyl]-6-oxo-hex-4-enyl]carbamat COC(N[C@@H](CC\C=C\C(=O)N(C)C)C(NC=1C(N(C=CC1)CC1=CC=2C(=C(N=CC2)CC(C)C)N1)=O)=O)=O